N-([1,1':4',1''-terphenyl]-2'-yl)anthracene-9-amine C1(=CC=CC=C1)C1=C(C=C(C=C1)C1=CC=CC=C1)NC=1C2=CC=CC=C2C=C2C=CC=CC12